[S].C(CCCC)P(CCCCC)CCCCC tripentylphosphine sulfur